4-(4-(piperidin-4-yl)-7-(pyridin-3-yl)-6,7-dihydro-5H-pyrrolo[2,3-d]pyrimidin-2-yl)morpholine N1CCC(CC1)C=1C2=C(N=C(N1)N1CCOCC1)N(CC2)C=2C=NC=CC2